Racemic-N-(3-methylquinuclidin-3-yl)acetamide C[C@@]1(CN2CCC1CC2)NC(C)=O |r|